N-(2,6-dioxo-3-piperidinyl)-2-fluoro-benzamide O=C1NC(CCC1NC(C1=C(C=CC=C1)F)=O)=O